[Br-].BrC=1C(=C(C[P+](C2=CC=CC=C2)(C2=CC=CC=C2)C2=CC=CC=C2)C=CC1)OCC(=O)C1=C(C=C(C=C1)Cl)F (3-bromo-2-(2-(4-chloro-2-fluorophenyl)-2-oxoethoxy)benzyl)triphenylphosphonium bromide